BrC=1C=C(C(=O)NC2CCCC2)C=CC1 3-bromo-N-cyclopentyl-benzamide